2-(2-methylpyridin-4-yl)-1H-pyrrolo[3,2-c]pyridin-6-ylcarbamic acid CC1=NC=CC(=C1)C1=CC=2C=NC(=CC2N1)NC(O)=O